N-((1R,2R,4S)-7-cyano-7-azabicyclo[2.2.1]heptan-2-yl)-2-methyl-1-phenyl-3-pyrrolidinecarboxamide C(#N)N1[C@H]2[C@@H](C[C@@H]1CC2)NC(=O)C2C(N(CC2)C2=CC=CC=C2)C